methyl 2-[3-[3-[1-[[3,5-bis(trifluoromethyl)benzoyl]amino]ethyl]pyrazin-2-yl]-1,2,4-triazol-1-yl]thiazole-4-carboxylate FC(C=1C=C(C(=O)NC(C)C=2C(=NC=CN2)C2=NN(C=N2)C=2SC=C(N2)C(=O)OC)C=C(C1)C(F)(F)F)(F)F